xylensulfonate C1(C(C=CC=C1)C)(C)S(=O)(=O)[O-]